FC1=CC=C(CN2C=CC3=NC=C(C=C32)C=3C(=NOC3C)C)C=C1 4-(1-(4-fluorobenzyl)-1H-pyrrolo[3,2-b]pyridin-6-yl)-3,5-dimethylisoxazole